CC(C(C)O)CC(C)C 3,5-dimethyl-2-hexanol